NC1=NC(=C(C(=C1C#N)C1CC1)C#N)S 2-amino-4-cyclopropyl-6-mercaptopyridine-3,5-dicarbonitrile